CC1=C(C(=C(C(=C1O)C)O)C)O 2,4,6-trimethyl-1,3,5-benzenetriol